O=C1NC(CCC1N1C(C2=CC=C(C=C2C1=O)N1CCN(CC1)CC1CCC(CC1)CN1CCNCC1)=O)=O 2-(2,6-dioxo-3-piperidyl)-5-[4-[[4-(piperazin-1-ylmethyl)cyclohexyl]methyl]piperazin-1-yl]isoindoline-1,3-dione